CC1=CC=2CC3=CC=CC=C3SC2C(=C1)C 2,4-dimethylthioxanthene